BrC1=C(C(=CC2=C1[C@@H]([C@](O2)(C2=CC=CC=C2)C2N(C2)S(=O)C(C)(C)C)C)F)Cl 2-((2S,3S)-4-bromo-5-chloro-6-fluoro-3-methyl-2-phenyl-2,3-dihydrobenzofuran-2-yl)-1-(tert-butylsulfinyl)aziridine